(E)-3-(4-hydroxy-3-methoxyphenyl)-N-(3,4-dimethoxyphenyl)acrylamide Magnesium carbonat C([O-])([O-])=O.[Mg+2].OC1=C(C=C(C=C1)/C=C/C(=O)NC1=CC(=C(C=C1)OC)OC)OC